imidazole acetate (1-butyl-3-methylimidazoleacetate) C(CCC)N1C(N(C=C1)C)CC(=O)O.C(C)(=O)O.N1C=NC=C1